C(C1=CC=CC=C1)SCC(=O)C1=CC=C(C=C1)C1=NOC(=N1)C(F)(F)F 2-(benzylthio)-1-(4-(5-(trifluoromethyl)-1,2,4-oxadiazol-3-yl)phenyl)ethan-1-one